2,6-dichlorostyrene ClC1=C(C=C)C(=CC=C1)Cl